N-(2-acetamido-4-((4-(7-methoxy-1-methyl-1H-indol-3-yl)-5-(trifluoromethyl)pyrimidin-2-yl)amino)phenyl)-N-(2-(dimethylamino)ethyl)acetamide C(C)(=O)NC1=C(C=CC(=C1)NC1=NC=C(C(=N1)C1=CN(C2=C(C=CC=C12)OC)C)C(F)(F)F)N(C(C)=O)CCN(C)C